(Didodecylamino)-1-(4-(N-(2-(didodecylamino)ethyl)-N-dodecylglycyl)piperazin-1-yl)ethan C(CCCCCCCCCCC)N(CCCCCCCCCCCC)C(C)N1CCN(CC1)C(CN(CCCCCCCCCCCC)CCN(CCCCCCCCCCCC)CCCCCCCCCCCC)=O